Cl.CN1N=CC(=C1)N 1-methyl-1H-pyrazol-4-amine hydrochloride salt